CN1C(=CC=CC1=O)B(O)O 1-methyl-6-oxo-1,6-dihydropyridin-2-ylboronic acid